5-(2-(2-benzyloxy-4-methoxyphenyl)-2-oxoethoxy)-2,2-dimethyl-2H-chromene-6-carbaldehyde C(C1=CC=CC=C1)OC1=C(C=CC(=C1)OC)C(COC1=C2C=CC(OC2=CC=C1C=O)(C)C)=O